N-[4-(3-Cyanophenyl)-5-(2,6-dimethyl-4-pyridyl)thiazol-2-yl]-2-cyclopropyl-piperazin-1-carboxamid C(#N)C=1C=C(C=CC1)C=1N=C(SC1C1=CC(=NC(=C1)C)C)NC(=O)N1C(CNCC1)C1CC1